(S)-N-(7-((1-Hydroxycyclopentyl)ethynyl)-5-methyl-4-oxo-2,3,4,5-tetrahydrobenzo[b][1,4]oxazepin-3-yl)-4-phenoxypicolinamid OC1(CCCC1)C#CC1=CC2=C(OC[C@@H](C(N2C)=O)NC(C2=NC=CC(=C2)OC2=CC=CC=C2)=O)C=C1